3H-1,3,4-oxadiazol-2-one O1C(NN=C1)=O